C(CCC)C(C(=O)OCCCCN(CCCCOC(C(CCCCCC)CCCC)=O)CCN1CCN(CC1)CCN)CCCCCC ((2-(4-(2-aminoethyl)piperazin-1-yl)ethyl) azanediyl)bis(butane-4,1-diyl) bis(2-butyl-octanoate)